O1COC2=C1C=CC(=C2)NC(=O)N[C@H]2[C@@H](C2)C2=CC(=C(C=C2)F)F 1-(benzo[d][1,3]dioxol-5-yl)-3-((1r,2s)-2-(3,4-difluorophenyl)cyclopropyl)urea